N-methyl-2-pyrroleidone CN1[CH-]C(C=C1)=O